((6-((2-chloro-5-(3,3-dimethylbut-1-yn-1-yl)pyrimidin-4-yl)amino)pyridin-2-yl)imino)dimethyl-λ6-sulfanone ClC1=NC=C(C(=N1)NC1=CC=CC(=N1)N=S(=O)(C)C)C#CC(C)(C)C